N-ethylphenyl-N',N'-dihexylurea C(C)N(C(=O)N(CCCCCC)CCCCCC)C1=CC=CC=C1